tert-butyl (S)-3-(2-(1,3-dioxoisoindolin-2-yl)-3-(methoxyamino)-3-oxopropyl)benzoate O=C1N(C(C2=CC=CC=C12)=O)[C@@H](CC=1C=C(C(=O)OC(C)(C)C)C=CC1)C(=O)NOC